The molecule is a branched mannopentaose comprised of a linear tetrasaccharide unit of D-mannose residues linked sequentially alpha(1->3), alpha(1->6) and alpha(1->6), to the residue at the reducing end is also linked alpha(1->3) a fifth D-mannose residue. C([C@@H]1[C@H]([C@@H]([C@@H]([C@H](O1)O[C@H]2[C@@H]([C@H](O[C@@H]([C@H]2O)OC[C@@H]3[C@H]([C@@H]([C@@H]([C@H](O3)OC[C@@H]4[C@H]([C@@H]([C@@H](C(O4)O)O)O[C@@H]5[C@H]([C@H]([C@@H]([C@H](O5)CO)O)O)O)O)O)O)O)CO)O)O)O)O)O